(3S,4R)-4-((6-chloro-7-(3,3-difluorocyclobutyl)-5-fluoropyrrolo[2,1-f][1,2,4]triazin-2-yl)amino)tetrahydro-2H-pyran-3-ol ClC=1C(=C2C=NC(=NN2C1C1CC(C1)(F)F)N[C@H]1[C@@H](COCC1)O)F